FCC(C(C(F)(F)F)=O)(F)F Hexafluorobutanone